8-(3-chloro-2,5,6-trifluorO-phenyl)-N-(2,3-dihydrO-1,4-benzoxazin-4-yl)-7-fluoro-4-morpholino-quinoline-3-carboxamide ClC=1C(=C(C(=C(C1)F)F)C=1C(=CC=C2C(=C(C=NC12)C(=O)NN1CCOC2=C1C=CC=C2)N2CCOCC2)F)F